ClC=1C=C2N=C(C(NC2=CC1Cl)=O)C(F)F 6,7-dichloro-3-difluoromethyl-quinoxalinone